4-((R)-3-((cyclobutylmethyl)amino)piperidin-1-yl)-1-((R)-1-(4-(5-methoxypyridin-3-yl)-1H-1,2,3-triazol-1-yl)ethyl)pyridine-2(1H)-thione C1(CCC1)CN[C@H]1CN(CCC1)C1=CC(N(C=C1)[C@@H](C)N1N=NC(=C1)C=1C=NC=C(C1)OC)=S